Cl.NC/C(/CN1N=CN(C1=O)CC1=CC=C(S1)C=1C=CC(=NC1)C#N)=C\F 5-[5-(1-[(2E)-2-(aminomethyl)-3-fluoroprop-2-en-1-yl]-5-oxo-1,5-dihydro-4H-1,2,4-triazol-4-ylmethyl)thiophen-2-yl]pyridine-2-carbonitrile hydrochloride